COC(C)=O.C1(=CC=CC=C1)C(=O)C(O)C1=CC=CC=C1 benzoin methyl-acetate